CC1=NN(C=C1)C=1C=C(C(=O)O)C=C(C1)OC1COC1 3-(3-Methyl-1H-pyrazol-1-yl)-5-(oxetan-3-yloxy)benzoic acid